N-(4-iodobutyl)phthalimide tert-butyl-(R)-3-((5-(4-(methylcarbamoyl)oxazol-2-yl)-1-((2-(trimethylsilyl)ethoxy)methyl)-1H-pyrrolo[2,3-b]pyridin-4-yl)amino)piperidine-1-carboxylate C(C)(C)(C)OC(=O)N1C[C@@H](CCC1)NC1=C2C(=NC=C1C=1OC=C(N1)C(NC)=O)N(C=C2)COCC[Si](C)(C)C.ICCCCN2C(C=1C(C2=O)=CC=CC1)=O